NC(CCN1C2=CC=C(C=C2C=2C=CC(=CC12)CCC(=O)[O-])N1C=NC=C1)=O.[Na+] sodium 3-(9-(3-amino-3-oxopropyl)-6-(1H-imidazol-1-yl)-9H-carbazol-2-yl)propanoate